2-(3-bromophenyl)-N,N-dimethylaminosulfonylethane BrC=1C=C(C=CC1)CCS(=O)(=O)N(C)C